CC=1C=CC(=C(C1)O)C1=C2C(=C(N=N1)N[C@H]1CN(CCC1)C)COCC2 (R)-5-methyl-2-(4-((1-methylpiperidin-3-yl)amino)-7,8-dihydro-5H-pyrano[3,4-d]pyridazin-1-yl)phenol